C(#N)C=1N(C2=C(C=CC(=C2C1)OC)F)CCNC1=CC(=NC=N1)C=1NC2=CC=C(C=C2C1)C(=O)O 2-{6-[2-(2-Cyano-7-fluoro-4-methoxy-indol-1-yl)-ethylamino]-pyrimidin-4-yl}-1H-indole-5-carboxylic acid